5-(6-(((1S,2S,3R,5R)-2-fluoro-8-azabicyclo[3.2.1]octan-3-yl)(methyl)amino)pyridazin-3-yl)-2-methylbenzo[d]thiazol-6-ol F[C@H]1[C@@H]2CC[C@H](C[C@H]1N(C1=CC=C(N=N1)C=1C(=CC3=C(N=C(S3)C)C1)O)C)N2